C1(CCCC1)=O cycloPentanone